BrC=1SC(=CC1C(=O)N[C@H](C(=O)NC=1C(N(C=CC1)CC(=O)NC1C2CC3CC(CC1C3)C2)=O)CCC(C(=O)NCC)=O)Br (S)-2-(2,5-dibromothiophene-3-carboxamido)-N6-ethyl-N1-(1-(2-(2-adamantylamino)-2-oxoethyl)-2-oxo-1,2-dihydropyridin-3-yl)-5-oxohexanediamide